C1(CC1)[C@@H](NC(=O)[C@@H]1N(CC=C1)C(C1=CC(=CC=C1)S(=O)(=O)C)=O)C1=C(C=C(C=C1)C(F)(F)F)F (2R)-N-((R)-cyclopropyl(2-fluoro-4-(trifluoromethyl)phenyl)methyl)-1-(3-(methylsulfonyl)benzoyl)-2,5-dihydro-1H-pyrrole-2-carboxamide